C(C)S(=O)(=O)N1CC2=CC(=CC=C2CC1)OC1=CC=C(C=C1)C(F)(F)F 2-(ethylsulfonyl)-7-(4-(trifluoromethyl)phenoxy)-1,2,3,4-tetrahydro-isoquinoline